(4-fluoro-3-(trifluoromethyl)phenyl)cyclopentane-1-carboxamide hydrochloride Cl.FC1=C(C=C(C=C1)C1(CCCC1)C(=O)N)C(F)(F)F